NCCC1=CNC2=C(C=C(C=C12)C#N)C 3-(2-aminoethyl)-7-methyl-1H-indole-5-carbonitrile